(S)-2-(2,6-dichloro-3-(2-(3-chlorophenyl)acetamido)benzamido)-3-(3-((R)-2,3-dihydro-1H-inden-1-yl)ureido)propanoic acid ClC1=C(C(=O)N[C@H](C(=O)O)CNC(=O)N[C@@H]2CCC3=CC=CC=C23)C(=CC=C1NC(CC1=CC(=CC=C1)Cl)=O)Cl